4-fluorenyl-phenylboronic acid C1(=CC=CC=2C3=CC=CC=C3CC12)C1=CC=C(C=C1)B(O)O